FC=1C(=C(C=C(C1)C=1OC2=C(C1)C=CC=C2)O)C(C)C 2-[5-fluoro-3-hydroxy-4-isopropylphenyl]-1-benzofuran